2-(biphenyl-4-yl)-6-chloro-4-phenyl-benzoxazole C1(=CC=C(C=C1)C=1OC2=C(N1)C(=CC(=C2)Cl)C2=CC=CC=C2)C2=CC=CC=C2